C1(=CC=CC=C1)CC1=NC=CC=C1.C1(=CC=CC=C1)CC1=NC=CC=C1.[Ir+2] iridium(II) bis(phenylmethylpyridine)